C12CN(CC(CC1)N2)C=2OC1=C(N2)C(=C(C=C1C=1N=CSC1)C(C(F)F)O)OC(F)(F)F 1-(2-(3,8-diazabicyclo[3.2.1]octan-3-yl)-7-(thiazol-4-yl)-4-(trifluoromethoxy)benzo[d]oxazol-5-yl)-2,2-difluoroethan-1-ol